O=C(CC(C)C=1C=C(C(NC1)=O)C(F)(F)F)N1CCN(CC1)C1=NC=C(C=N1)C(F)(F)F 5-(4-oxo-4-(4-(5-(trifluoromethyl)pyrimidin-2-yl)piperazin-1-yl)butan-2-yl)-3-(trifluoromethyl)pyridin-2(1H)-one